O=C1C(=CC(C2=CC=CC=C12)=O)NC1=CC=C(C=C1)C=1C(=C(C(=O)N)C=CC1[N+](=O)[O-])F (4-((1,4-dioxo-1,4-dihydronaphthalen-2-yl)amino)phenyl)-2-fluoro-4-nitrobenzamide